3,5-difluoro-N-((6-methoxy-1-methyl-1H-benzimidazol-7-yl)methyl)-4-methylbenzamide FC=1C=C(C(=O)NCC2=C(C=CC3=C2N(C=N3)C)OC)C=C(C1C)F